3-ethynyl-4-methyl-N-(4-(((2-(4-oxopiperidin-1-yl)ethyl)amino)methyl)-3-(trifluoromethyl)phenyl)benzamide C(#C)C=1C=C(C(=O)NC2=CC(=C(C=C2)CNCCN2CCC(CC2)=O)C(F)(F)F)C=CC1C